C(CCCCCCCCCCCCCCCCC)C1=C2C=CC=CC2=NC=2C3=C(C=CC12)C=CC=C3 7-octadecyl-benzo[c]acridine